BrC1=NN(C(=C1)CC(C)C)C1=CC(=NC=C1)OC(F)(F)F 4-(3-bromo-5-isobutylpyrazol-1-yl)-2-(trifluoromethoxy)pyridine